ClC1=C2C(=NC=C1C(=O)N)NC=C2 4-chloro-1H-pyrrolo[2,3-b]pyridin-5-carboxamide